ethyl 3-(5-(ethylcarbamoyl)-7-(methylcarbamoyl)-2,3-dihydrobenzofuran-3-yl)benzoate C(C)NC(=O)C=1C=C(C2=C(C(CO2)C=2C=C(C(=O)OCC)C=CC2)C1)C(NC)=O